NC1CCN(CC1)C1=CC(=C(C(=N1)C1=CC(=C(C#N)C=C1)F)C1=CC(=C(C=C1)OC)C#N)OC 4-(6-(4-aminopiperidin-1-yl)-3-(3-cyano-4-methoxyphenyl)-4-methoxypyridin-2-yl)-2-fluorobenzonitrile